((6-(propynyl) pyridin-3-yl) oxy) azetidine-1-carboxylate N1(CCC1)C(=O)OOC=1C=NC(=CC1)C#CC